2-(1H-indol-6-yl)-3-(3-(4-(2-oxo-2-(pyridin-3-ylamino)ethyl)phenoxy)azetidin-1-yl)benzoic acid N1C=CC2=CC=C(C=C12)C1=C(C(=O)O)C=CC=C1N1CC(C1)OC1=CC=C(C=C1)CC(NC=1C=NC=CC1)=O